[NH4+].[Zr+4] zirconium ammonium salt